5-(1-methyl-1H-imidazol-2-yl)-5-(3-oxo-3-(5-(trifluoromethyl)isoindolin-2-yl)propyl)imidazolidine-2,4-dione CN1C(=NC=C1)C1(C(NC(N1)=O)=O)CCC(N1CC2=CC=C(C=C2C1)C(F)(F)F)=O